(R)-S-(2-(3-(2,2,5,5-tetramethyl-1,3-dioxane-4-carboxamido)propanamido)ethyl) (E)-2-(5-oxodihydrofuran-2(3H)-ylidene)ethanethioate O=C1CC/C(/O1)=C\C(SCCNC(CCNC(=O)[C@@H]1OC(OCC1(C)C)(C)C)=O)=O